2-Amino-5-chlorobenzylamine NC1=C(CN)C=C(C=C1)Cl